ClC=1C=C2C3=C(N(C2=C(C1)C1=CC=CC=C1)CC(F)(F)F)C=NC=C3 6-Chloro-8-phenyl-9-(2,2,2-trifluoro-ethyl)-9H-pyrido[3,4-b]indole